N-((1-(4-(trifluoromethyl)-phenyl)-1,2,3,4-tetrahydro-quinolin-3-yl)methyl)-acrylamide FC(C1=CC=C(C=C1)N1CC(CC2=CC=CC=C12)CNC(C=C)=O)(F)F